CCCCCCC/C=C\CCCCCCCC(=O)OC[C@H](COP(=O)([O-])OCC[N+](C)(C)C)OC(=O)CCCCCCC/C=C\C/C=C\C/C=C\CC 1-(9Z-heptadecenoyl)-2-(9Z,12Z,15Z-octadecatrienoyl)-glycero-3-phosphocholine